2-Methyl-4-(((1-methyl-1H-pyrazolo[3,4-b]pyridin-4-yl)amino)methyl)-benzenesulfonamide CC1=C(C=CC(=C1)CNC1=C2C(=NC=C1)N(N=C2)C)S(=O)(=O)N